4',6'-bis(3,6-bis(trifluoromethyl)-9H-carbazol-9-yl)-5'-(3,6-diphenyl-9H-carbazol-9-yl)-[1,1':3',1''-terphenyl]-2'-carbonitrile FC(C=1C=CC=2N(C3=CC=C(C=C3C2C1)C(F)(F)F)C1=C(C(=C(C(=C1N1C2=CC=C(C=C2C=2C=C(C=CC12)C1=CC=CC=C1)C1=CC=CC=C1)N1C2=CC=C(C=C2C=2C=C(C=CC12)C(F)(F)F)C(F)(F)F)C1=CC=CC=C1)C#N)C1=CC=CC=C1)(F)F